OC1=C2C(C=C(OC2=CC(=C1)C1=CC=C(C=C1)N1CCOCC1)C1=CC=CC=C1)=O 5-hydroxy-7-(4-morpholinophenyl)-2-phenyl-4H-chromen-4-one